Tert-butyl (6-(4-(3-amino-6-chloropyridazin-4-yl)piperazin-1-yl)hexyl)carbamate NC=1N=NC(=CC1N1CCN(CC1)CCCCCCNC(OC(C)(C)C)=O)Cl